(R)-(1-(azetidin-1-ylmethyl)-2,2-difluorocyclopropyl)methanol N1(CCC1)C[C@@]1(C(C1)(F)F)CO